N-(2-(2-aminoethoxy)ethyl)-4-((3-(2,3-difluoro-4-methoxy-phenyl)imidazo[1,2-a]pyrazin-8-yl)amino)-2,3-difluoro-benzamide NCCOCCNC(C1=C(C(=C(C=C1)NC=1C=2N(C=CN1)C(=CN2)C2=C(C(=C(C=C2)OC)F)F)F)F)=O